methyl (R)-2-((1-(2-cyclopentyl-3,6-dimethyl-4-oxo-3,4-dihydroquinazolin-8-yl)ethyl)amino)benzoate C1(CCCC1)C1=NC2=C(C=C(C=C2C(N1C)=O)C)[C@@H](C)NC1=C(C(=O)OC)C=CC=C1